2,6-diisopropylphenyl isocyanate C(C)(C)C1=C(C(=CC=C1)C(C)C)N=C=O